C(C=C)C=1C=C2C(=NN(C2=C(C1)OC(F)F)C1OCCCC1)C1=C(C(=O)N)C=CC(=C1)F (5-allyl-7-(difluoromethoxy)-1-(tetrahydro-2H-pyran-2-yl)-1H-indazol-3-yl)-4-fluorobenzamide